C(\C=C/C(=O)[O-])(=O)[O-].[Ca+2] Calcium maleinat